C(#N)CC(=O)N[C@H](C(=O)N1[C@@H](C[C@H](C1)O)C(=O)NCC1=C(OC2CCN(CC2)C(=O)OC(C)(C)C)C=C(C=C1)C1=C(N=CS1)C)C(C)(C)C tert-butyl 4-(2-(((2S,4R)-1-((S)-2-(2-cyanoacetamido)-3,3-dimethylbutanoyl)-4-hydroxypyrrolidine-2-carboxamido)methyl)-5-(4-methylthiazol-5-yl)phenoxy)piperidine-1-carboxylate